5-{2-[4-(1,2-Benzisoxazol-3-yl)piperidin-1-yl]ethyl}-2-(triphenylmethyl)-2,5,6,7-tetrahydro-4H-pyrazolo[4,3-c]pyridin-4-one O1N=C(C2=C1C=CC=C2)C2CCN(CC2)CCN2C(C=1C(CC2)=NN(C1)C(C1=CC=CC=C1)(C1=CC=CC=C1)C1=CC=CC=C1)=O